C1(CCCCC1)[C@H](C)N[C@@H]1C=C([C@@H]([C@@H]([C@H]1O)O)O)COC(F)F (1S,2S,3S,6R)-6-(((S)-1-cyclohexylethyl)amino)-4-((difluoromethoxy)methyl)cyclohex-4-ene-1,2,3-triol